NCC1=NNC(C2=CC=C(C=C12)N1C=NC=C1)=O 4-(aminomethyl)-6-imidazol-1-yl-2H-phthalazin-1-one